C(C=C)(=O)OCCCCCCOC(C=C)=O hexa-methylene di-acrylate